4-(((R)-1-(3-(1,1-difluoro-2-hydroxy-2-methylpropyl)-2-fluorophenyl)ethyl)amino)-6-hydroxy-2,6,8-trimethyl-6,8-dihydro-7H-pyrrolo[3,2-g]quinazolin-7-one FC(C(C)(C)O)(F)C=1C(=C(C=CC1)[C@@H](C)NC1=NC(=NC2=CC3=C(C=C12)C(C(N3C)=O)(C)O)C)F